NC1=NC=CC2=C(C=CC=C12)N1N=CC(=C1C(F)(F)F)C(=O)NC=1C=NC(=C(C1)C#N)N1N=CC=N1 1-(1-aminoisoquinolin-5-yl)-N-(5-cyano-6-(2H-1,2,3-triazol-2-yl)pyridin-3-yl)-5-(trifluoromethyl)-1H-pyrazole-4-carboxamide